methyl (R)-3-((5-(cyclobutylcarbamoyl)thieno[2,3-d]thiazol-2-yl)oxy)pyrrolidine-1-carboxylate C1(CCC1)NC(=O)C1=CC2=C(N=C(S2)O[C@H]2CN(CC2)C(=O)OC)S1